2-Cyclopropyl-7-(2-cyclopropyl-benzyl)-5-[1-(2-fluoro-6-methyl-phenyl)-piperidin-4-yl]-4-methyl-2,4,5,7-tetrahydro-pyrazolo[3,4-d]pyrimidin-6-one C1(CC1)N1N=C2N(C(N(C(C2=C1)C)C1CCN(CC1)C1=C(C=CC=C1C)F)=O)CC1=C(C=CC=C1)C1CC1